(3S,4R)-4-((5-fluoro-4-(8-fluoro-4-(2-hydroxypropan-2-yl)-2-methylquinolin-6-yl)pyrimidin-2-yl)amino)tetrahydro-2H-pyran-3-ol FC=1C(=NC(=NC1)N[C@H]1[C@@H](COCC1)O)C=1C=C2C(=CC(=NC2=C(C1)F)C)C(C)(C)O